NC1=C(C(=C(C=C1)C=1C(=C2C(=NC1)NC[C@@]21C[C@@H](CC1)C(=O)NC)Cl)F)C(N(C)C)=O (1S,3R)-5'-(4-Amino-3-(dimethylcarbamoyl)-2-fluorophenyl)-4'-chloro-N-methyl-1',2'-dihydrospiro[cyclopentane-1,3'-pyrrolo[2,3-b]pyridine]-3-carboxamide